1,3-bis[1-methyl-1-(4-(2-hydroxyethoxy)-3-phenylphenyl)ethyl]benzene CC(C)(C1=CC(=C(C=C1)OCCO)C1=CC=CC=C1)C1=CC(=CC=C1)C(C)(C)C1=CC(=C(C=C1)OCCO)C1=CC=CC=C1